NC(CCCC[N+](C)(C)C)C(=O)O 5-Amino-5-carboxy-N,N,N-trimethylpentan-1-aminium